(1R)-(-)-3-Bromocamphor-10-sulfonic acid hydrate O.BrC1C([C@]2(CCC1C2(C)C)CS(=O)(=O)O)=O